4-(2-(3-(dimethylamino)propyl)-6-(3-benzyloxynaphthyl)-2H-indazol-3-yl)-3,6-dihydropyridine-1(2H)-carboxylic acid tert-butyl ester C(C)(C)(C)OC(=O)N1CCC(=CC1)C=1N(N=C2C=C(C=CC12)C1=CC(=CC2=CC=CC=C12)OCC1=CC=CC=C1)CCCN(C)C